3-fluoro-4-(2-(3-(methyl-amino)phenyl)-6,9-dioxo-5-(4-(trifluoromethyl)-benzyl)-2,5,8-triazaspiro-[3.5]nonan-8-yl)benzonitrile FC=1C=C(C#N)C=CC1N1CC(N(C2(CN(C2)C2=CC(=CC=C2)NC)C1=O)CC1=CC=C(C=C1)C(F)(F)F)=O